BrC1=CC2=C(N=C(S2)N)C(=C1OC)F 6-bromo-4-fluoro-5-methoxy-1,3-benzothiazol-2-amine